6-(2-((3R,4R,6R)-4-(3,4-difluoro-2-methoxyphenyl)-6-methyl-6-(trifluoromethyl)tetrahydro-2H-pyran-3-yl)-4-oxo-1,4-dihydro-1,6-naphthyridin-5-yl)picolinonitrile FC=1C(=C(C=CC1F)[C@H]1[C@@H](CO[C@](C1)(C(F)(F)F)C)C=1NC2=CC=NC(=C2C(C1)=O)C1=CC=CC(=N1)C#N)OC